(S)-N-(4-Methylbenzenesulfonyl)-2-(2-(5-((4'-chloro-[1,1'-biphenyl]-4-yl)methylene)-thiazolidine-2,4-dione-3-yl)acetamido)-3-phenylpropanamide CC1=CC=C(C=C1)S(=O)(=O)NC([C@H](CC1=CC=CC=C1)NC(CN1C(SC(C1=O)=CC1=CC=C(C=C1)C1=CC=C(C=C1)Cl)=O)=O)=O